FC(S(=O)(=O)OC1=CC2(CCC(C1)(O2)CO[Si](C)(C)C(C)(C)C)CO[Si](C)(C)C(C)(C)C)(F)F [1,5-bis[[tert-butyl(dimethyl)silyl]oxymethyl]-8-oxabicyclo[3.2.1]oct-2-en-3-yl] trifluoromethanesulfonate